3-((2S)-2-hydroxy-3-(8-(3-phenoxyphenylsulfonyl)-1-oxa-8-azaspiro[4.5]decan-3-ylamino)propoxy)-N-methylbenzenesulfonamide O[C@H](COC=1C=C(C=CC1)S(=O)(=O)NC)CNC1COC2(C1)CCN(CC2)S(=O)(=O)C2=CC(=CC=C2)OC2=CC=CC=C2